C(C)(C)(C)OC(=O)N(CCC(=O)NC1=C(C2=C(CN(CC2)C(=O)OC(C)(C)C)S1)C=1SC2=C(N1)C=C(C=C2)C(=O)N2CCN(CC2)C)C(C)C tert-Butyl 2-(3-((tert-butoxycarbonyl)(isopropyl)amino)propanamido)-3-(5-(4-methylpiperazine-1-carbonyl)benzo[d]thiazol-2-yl)-4,7-dihydrothieno[2,3-c]pyridine-6(5H)-carboxylate